FC=1C=NC(=NC1)C=1C(=C(C=CC1)NC1=NC(=NC=C1C(=O)N)N1C[C@H](CC1)C(NC)=O)OC (S)-4-((3-(5-fluoropyrimidin-2-yl)-2-methoxyphenyl)amino)-2-(3-(methylcarbamoyl)pyrrolidin-1-yl)pyrimidine-5-carboxamide